trans-4-(trans-4-n-propylcyclohexyl)cyclohexanol C(CC)[C@@H]1CC[C@H](CC1)[C@@H]1CC[C@H](CC1)O